Tertbutyl (R,S)-(1-oxo-1-(((phenyl-d5)methyl)amino)propan-2-yl)carbamate O=C([C@@H](C)NC(OC(C)(C)C)=O)NCC1=C(C(=C(C(=C1[2H])[2H])[2H])[2H])[2H]